C(#N)C=1C(=C(C=CC1)NC(=O)C1=CC(=NC=C1C)OC[C@H](C)NS(=O)(=O)C(F)(F)F)F N-(3-cyano-2-fluoro-phenyl)-5-methyl-2-[(2S)-2-(trifluoromethylsulfonylamino)propoxy]pyridine-4-carboxamide